(R)-3-(5-(2-Benzyl-4-(methylsulfonyl)piperazin-1-yl)-1H-pyrazolo[4,3-d]pyrimidin-1-yl)-2,6-difluoro-5-(trifluoromethyl)phenol C(C1=CC=CC=C1)[C@H]1N(CCN(C1)S(=O)(=O)C)C=1N=CC2=C(N1)C=NN2C=2C(=C(C(=C(C2)C(F)(F)F)F)O)F